(S)-2-(2-(3-(5-fluoropyridin-2-yloxy)pyrrolidin-1-yl)-5-(2-(methoxymethyl)phenoxy)phenyl)ethanol FC=1C=CC(=NC1)O[C@@H]1CN(CC1)C1=C(C=C(C=C1)OC1=C(C=CC=C1)COC)CCO